C(C)(C)(C)OC(=O)N1CC2(CCCC2)[C@H](CC1)CN1C=NC(=CC1=O)C(F)F (S)-10-((4-(difluoromethyl)-6-oxopyrimidin-1(6H)-yl)methyl)-7-azaspiro[4.5]Decane-7-carboxylic acid tert-butyl ester